DIPALMITOYL-PHOSPHOETHANOLAMINE CCCCCCCCCCCCCCCC(=O)OCC(COP(=O)(O)OCCN)OC(=O)CCCCCCCCCCCCCCC